CN(C(CCC(=O)[O-])=O)C N,N-dimethylsuccinamate